O1CCN(CC1)C1=CC(=NC=N1)N[C@H]1CN(CCC1)C#N (R)-3-((6-morpholinopyrimidin-4-yl)amino)piperidine-1-carbonitrile